C(CCC)C=1N=C(NC1)CC(=O)O butyl-imidazole-acetic acid